ClC=1C=CC=C2C(C=C(OC12)C1=C(OCCCN2C[C@@H](CC2)C(=O)NS(=O)(=O)C2CC2)C=C(C=C1)C(F)(F)F)=O (3R)-1-[3-[2-(8-chloro-4-oxo-chromen-2-yl)-5-(trifluoromethyl)phenoxy]propyl]-N-cyclopropylsulfonyl-pyrrolidine-3-carboxamide